COC1=C(C=CC(=C1)N1CCNCC1)NC=1N=CC=2N(C(C3=C(N(C2N1)C)C=CC=C3)=O)C 2-((2-methoxy-4-(piperazin-1-yl)phenyl)amino)-5,11-dimethyl-5,11-dihydro-6H-benzo[e]pyrimido[5,4-b][1,4]diazepin-6-one